4,4',4''-(1,3,5-benzenetriyl)tribenzoic acid C1(=CC(=CC(=C1)C1=CC=C(C(=O)O)C=C1)C1=CC=C(C(=O)O)C=C1)C1=CC=C(C(=O)O)C=C1